tert-butyl (R)-6-(((2R,3R,5R,6S)-3,5-dihydroxy-6-methyltetrahydro-2H-pyran-2-yl)oxy)heptanoate O[C@H]1[C@@H](O[C@H]([C@@H](C1)O)C)O[C@@H](CCCCC(=O)OC(C)(C)C)C